2-[2-(2-aminoethylamino)ethylamino]ethylphosphoric acid NCCNCCNCCOP(O)(O)=O